tert-Butyl N-[(1R)-1-[(S)-[4-tert-butyl-2-(1,3-dioxolan-2-yl)phenyl]-hydroxy-methyl]-3,3-dimethyl-butyl]carbamate C(C)(C)(C)C1=CC(=C(C=C1)[C@@H]([C@@H](CC(C)(C)C)NC(OC(C)(C)C)=O)O)C1OCCO1